4-methylguaiacol-3,5,6-d3 CC1=C(C(=C(C(=C1[2H])[2H])OC)O)[2H]